C(C)(C)(C)OC(=O)N1[C@@H](C[C@H](C1)F)C(=O)O (2S,4R)-1-[(tert-butoxy)carbonyl]-4-fluoropyrrolidine-2-carboxylic acid